ClC=1C(N(C(=CC1OCC1=C(CNC(=O)NCC)C=C(C=C1)F)C)C1=C(C=CC=C1F)F)=O 1-(2-((3-chloro-1-(2,6-difluorophenyl)-1,2-dihydro-6-methyl-2-oxopyridin-4-yloxy)methyl)-5-fluorobenzyl)-3-ethylurea